3-(5-((4-(4-(4-chloro-1-(4-hydroxyphenyl)-2-phenylbut-1-en-1-yl)phenyl)piperazin-1-yl)methyl)-6-fluoro-1-oxoisoindolin-2-yl)piperidine-2,6-dione ClCCC(=C(C1=CC=C(C=C1)O)C1=CC=C(C=C1)N1CCN(CC1)CC=1C=C2CN(C(C2=CC1F)=O)C1C(NC(CC1)=O)=O)C1=CC=CC=C1